(S)-1-((2',6-bis(difluoromethyl)-[2,4'-bipyridin]-5-yl)oxy)-2,4-dimethylpentan-2-amine phosphate P(=O)(O)(O)O.FC(C1=NC=CC(=C1)C1=NC(=C(C=C1)OC[C@](CC(C)C)(N)C)C(F)F)F